NC1=C(C(=NN1C1CCOCC1)C1=CC(=C(C=C1)CNC(C1=C(C=CC(=C1)F)OC)=O)F)C(=O)N 5-amino-3-[3-fluoro-4-[[(5-fluoro-2-methoxy-benzoyl)amino]methyl]phenyl]-1-tetrahydropyran-4-yl-pyrazole-4-carboxamide